1-((1-(tert-butoxycarbonyl)piperidin-4-yl)methyl)-2-butyl-7-methyl-1H-imidazolo[4,5-d]thieno[3,2-b]pyridine-5-oxide C(C)(C)(C)OC(=O)N1CCC(CC1)CN1C(=NC=2C1=C1C(=[N+](C2)[O-])C=C(S1)C)CCCC